hydroxy-5-cholestene OCC(C)CCC[C@@H](C)[C@H]1CC[C@H]2[C@@H]3CC=C4CCCC[C@]4(C)[C@H]3CC[C@]12C